Z-1,3-benzodioxole-5-carbaldehyde O1COC2=C1C=CC(=C2)C=O